COC1=CC=C(C=C1)C1=CC(=CC=C1)OC1=C(N=NN1)C(=O)O 5-((4'-methoxy-[1,1'-biphenyl]-3-yl)oxy)-1H-1,2,3-triazole-4-carboxylic acid